NC=1C(=CC(=C(C(=O)OC)C1)Br)NC methyl 5-amino-2-bromo-4-(methylamino)benzoate